Tert-butyl 1-(4-bromo-5-fluoropicolinoyl)-6-chloro-2-(2-cyclopentylethyl)-1,2,3,5-tetrahydro-4H-benzo[e][1,4]diazepine-4-carboxylate BrC1=CC(=NC=C1F)C(=O)N1C(CN(CC2=C1C=CC=C2Cl)C(=O)OC(C)(C)C)CCC2CCCC2